[Si](C1=CC=CC=C1)(C1=CC=CC=C1)(C(C)(C)C)OC1(CC1)NC1=C(C(=O)[O-])C=C(C=C1)[N+](=O)[O-] ((1-((tert-butyldiphenylsilyl) oxy) cyclopropyl) amino)-5-nitrobenzoate